N-[(S)-1-(2-methoxy-4-pyridyl)ethyl]-4-[(S)-5-methyl-1,4-diazepan-1-yl]-8-cyclopropyl-6-methyl-1,7-diaza-3-naphthamide COC1=NC=CC(=C1)[C@H](C)NC(=O)C=1C=NC2=C(N=C(C=C2C1N1CCN[C@H](CC1)C)C)C1CC1